NC=1C=C(C#N)C=C(C1C)N1CCC(CC1)(F)F 3-amino-5-(4,4-difluoropiperidin-1-yl)-4-methylbenzonitrile